5-(3-((3,3-difluorocyclobutyl)ethynyl)phenoxy)-1H-1,2,3-triazole-4-carboxylic acid FC1(CC(C1)C#CC=1C=C(OC2=C(N=NN2)C(=O)O)C=CC1)F